6-chloro-4-((2-methoxyethyl)amino)-1-((2-(trimethylsilyl)ethoxy)methyl)-1H-pyrrolo[2,3-b]pyridine-3-carbonitrile ClC1=CC(=C2C(=N1)N(C=C2C#N)COCC[Si](C)(C)C)NCCOC